1-((3R,4S)-3-fluoro-4-((6-fluoro-5-(4-fluoro-1-(2-fluoroethyl)-1H-benzo[d]imidazol-6-yl)-4-methoxypyrrolo[2,1-f][1,2,4]triazin-2-yl)amino)piperidin-1-yl)ethan-1-one-2,2,2-d3 F[C@@H]1CN(CC[C@@H]1NC1=NN2C(C(=N1)OC)=C(C(=C2)F)C=2C=C(C1=C(N(C=N1)CCF)C2)F)C(C([2H])([2H])[2H])=O